6-iodo-6-methyl-1-heptene IC(CCCC=C)(C)C